N-(2-(ethylthio)-4-(3-fluoro-7,8-dihydro-1,6-naphthyridine-6(5H)-yl)-6-methylphenyl)-3,3-dimethylbutanamide C(C)SC1=C(C(=CC(=C1)N1CC=2C=C(C=NC2CC1)F)C)NC(CC(C)(C)C)=O